2-(6-{[(3R,4S)-3-fluoro-2,2,6,6-tetramethylpiperidin-4-yl]oxy}pyridazin-3-yl)-5-(2-methylimidazo[1,2-a]pyrimidin-6-yl)pyridin-3-ol F[C@@H]1C(NC(C[C@@H]1OC1=CC=C(N=N1)C1=NC=C(C=C1O)C=1C=NC=2N(C1)C=C(N2)C)(C)C)(C)C